FC(C(C)(C)O)(F)C=1C(=C(C=CC1)[C@@H](C)NC=1C2=C(N=C(N1)C)C=NC(=C2)P2(CCN(CC2)C(C)=O)=O)F 1-[4-[4-[[(1R)-1-[3-(1,1-difluoro-2-hydroxy-2-methyl-propyl)-2-fluorophenyl]ethyl]amino]-2-methyl-pyrido[3,4-d]pyrimidin-6-yl]-4-oxo-1,4λ5-azaphosphinan-1-yl]ethanone